C(CCCCCCCCCCCCC)N(C(C)=O)CCCCCCCCCCCCCC N,N-DITETRADECYLACETAMIDE